OCCSCCN(C(OC(C)(C)C)=O)C tert-butyl (2-((2-hydroxyethyl)thio)ethyl)(methyl)carbamate